CN.C(C1=CC=CC=C1)(=O)O benzoic acid monomethylamine salt